OCOCCC1=CC=CC=C1 hydroxymethoxyethylbenzene